(S)-5-(3-(3-fluoro-5-methoxypyridin-4-yl)phenyl)-5,8,8-trimethyl-3-neopentyl-5,8,9,10-tetrahydrobenzo[b][1,8]naphthyridin-6(7H)-one FC=1C=NC=C(C1C=1C=C(C=CC1)[C@@]1(C2=C(NC=3N=CC(=CC13)CC(C)(C)C)CC(CC2=O)(C)C)C)OC